COC(=O)C=1N=C2N(C=C(C=C2)Br)C1F 6-bromo-3-fluoroimidazo[1,2-a]Pyridine-2-carboxylic acid methyl ester